2-(2-(2-(difluoromethoxy)-7-methylquinoxalin-5-yl)benzofuran-5-yloxy)ethylcarbamic acid tert-butyl ester C(C)(C)(C)OC(NCCOC=1C=CC2=C(C=C(O2)C2=C3N=CC(=NC3=CC(=C2)C)OC(F)F)C1)=O